dimethyl-3,4-dihydro-1H-[1,4]oxazino[4,3-b]indazol CC1(OCCN2N=C3C=CC=CC3=C21)C